N-hydroxy-4-(3-(4-(((2-(4-(1-methyl-1H-pyrazol-4-yl)phenyl)cyclopropyl)amino)methyl)piperidin-1-yl)propyl)benzamide TFA salt OC(=O)C(F)(F)F.ONC(C1=CC=C(C=C1)CCCN1CCC(CC1)CNC1C(C1)C1=CC=C(C=C1)C=1C=NN(C1)C)=O